methyl 4-[2-(2-chloroanilino)thiazol-4-yl]-4-ethyl-hexanoate ClC1=C(NC=2SC=C(N2)C(CCC(=O)OC)(CC)CC)C=CC=C1